(S)-3-methyl-2-(7-(1-methylpiperidin-3-yl)-7H-imidazo[4,5-c]pyridazin-3-yl)-5-(trifluoromethyl)phenol CC=1C(=C(C=C(C1)C(F)(F)F)O)C1=CC2=C(N=N1)N(C=N2)[C@@H]2CN(CCC2)C